(4Z)-2-(Cyclohexylamino)-4-[(3-methylbenzimidazol-5-yl)methylene]-1H-imidazol-5-one C1(CCCCC1)NC=1NC(/C(/N1)=C/C1=CC2=C(N=CN2C)C=C1)=O